2'-chloro-5'-methoxy-N-(5-(6-methoxy-3-methyl-5-(trifluoromethyl)picolinoyl)-5,6-dihydro-4H-pyrrolo[3,4-d]thiazol-2-yl)-6-methyl-[4,4'-bipyridine]-3-carboxamide ClC1=NC=C(C(=C1)C1=C(C=NC(=C1)C)C(=O)NC=1SC2=C(N1)CN(C2)C(C2=NC(=C(C=C2C)C(F)(F)F)OC)=O)OC